BrC1=CC=CC2=CC3=C(C=CC=C3C=C12)Br 1,5-Dibromoanthracene